FC=1C(=C(C=CC1)C1=CC=C(C(=N1)N1C(C[C@@H](C1)C)(C)C)C(=O)NS(=O)(=O)C=1C(NC=CC1)=O)C 6-(3-Fluoro-2-methylphenyl)-N-[(2-oxo-1H-pyridin-3-yl)sulfonyl]-2-[(4S)-2,2,4-trimethylpyrrolidin-1-yl]pyridin-3-carboxamid